5-bromo-4-tert-butyl-2-methyl-phenol BrC=1C(=CC(=C(C1)O)C)C(C)(C)C